CC(C)C(=C)CC[C@@H](C)[C@H]1CC[C@H]2[C@@H]3CC=C4C[C@H](CC[C@]4(C)[C@H]3CC[C@]12C)O ergosta-5,24(28)-dien-3β-ol